3-(4-nitrophenyl)-2-propen-1-one [N+](=O)([O-])C1=CC=C(C=C1)C=CC=O